2-[(diphenylmethyl)(methyl)amino]-5-methoxy-1-methyl-6-oxo-1,6-dihydropyrimidine-4-carbaldehyde C1(=CC=CC=C1)C(C1=CC=CC=C1)N(C=1N(C(C(=C(N1)C=O)OC)=O)C)C